F[C@]1(CN(CC[C@H]1O)C1=NC=CC(=N1)NC=1C=C2C(=CN=C(C2=CN1)C(=O)NC1CN(C1)C)C(C)C)C 6-((2-((3S,4R)-3-fluoro-4-hydroxy-3-methylpiperidin-1-yl)pyrimidin-4-yl)amino)-4-isopropyl-N-(1-methylazetidin-3-yl)-2,7-naphthyridine-1-carboxamide